ClC1=C(OCC=2OC(=CN2)C(=O)N2C[C@@H](N(CC2)CC2=NC3=C(N2C[C@H]2OCC2)C=C(C=C3)C(=O)O)C)C=CC(=C1)Cl 2-(((S)-4-(2-((2,4-Dichlorophenoxy)methyl)oxazole-5-carbonyl)-2-methylpiperazin-1-yl)methyl)-1-(((S)-oxetan-2-yl)methyl)-1H-benzo[d]imidazole-6-carboxylic acid